sec-butyl cis-2-(biphenyl-3-ylmethyl)-3-((methylsulfonyl)amino)pyrrolidine-1-carboxylate C1(=CC(=CC=C1)C[C@@H]1N(CC[C@@H]1NS(=O)(=O)C)C(=O)OC(C)CC)C1=CC=CC=C1